ClC1=C(C=CC=C1)Cl ortho-Dichlorobenzol